BrC1=C(C=C(C=C1F)Cl)C1=NNC(O1)=O 5-(2-bromo-5-chloro-3-fluorophenyl)-1,3,4-oxadiazol-2(3H)-one